C(C)(C)(C)OC(=O)N[C@@H]([C@@H](C(=O)O)O)CC1=CC=CC=C1 (2s,3r)-3-((t-butoxycarbonyl)amino)-2-hydroxy-4-phenylbutyric acid